C(C)(=O)O[C@H]1[C@H](O[C@@H]([C@@H]([C@H]1N1N=NC(=C1)C1=CC(=C(C(=C1)F)F)F)OC(C)=O)CC=NO)COC(C)=O (2R,3R,4R,5R,6R)-2-(acetoxymethyl)-6-(2-(hydroxyimino)ethyl)-4-(4-(3,4,5-trifluorophenyl)-1H-1,2,3-triazol-1-yl)tetrahydro-2H-pyran-3,5-diyl diacetate